ClC1=C(C=2N=C(N=C(C2C=N1)N1C[C@H]2CC[C@@H](C1)N2C(=O)OC(C)(C)C)OC[C@]21CCCN1C[C@@H](C2)F)F (1R,5S)-tert-butyl 3-(7-chloro-8-fluoro-2-(((2R,7aS)-2-fluorohexahydro-1H-pyrrolizin-7a-yl) methoxy) pyrido[4,3-d]pyrimidin-4-yl)-3,8-diazabicyclo[3.2.1]octane-8-carboxylate